OC1(CC(C1)C(=O)N1CC2(C1)CC(C2)CC2=CC=C(C=C2)C)C ((1s,3s)-3-hydroxy-3-methylcyclobutyl)(6-(4-methylbenzyl)-2-azaspiro[3.3]hept-2-yl)methanone